4-methoxyphenyl(diethylamino)chlorophosphine COC1=CC=C(C=C1)P(Cl)N(CC)CC